C(N)(=O)C1=CC(=NC2=C1N=CN=C2NC[C@@H](C)NC(OC(C)(C)C)=O)C2=CC=C(C=C2)CN2CCOCC2 tert-butyl N-[(2R)-1-([8-carbamoyl-6-[4-(morpholin-4-ylmethyl)phenyl]pyrido[3,2-d]pyrimidin-4-yl]amino)propan-2-yl]carbamate